COCCC[N+]1(CCCC=C1)[O-] 1-(3-methoxypropyl)-1,2,3,4-tetrahydropyridine-1-oxide